OC=1C=C(C=NC1)NC(=O)C1=NC2=NC=3C=CC=CC3N2C=C1 N-(5-Hydroxypyridin-3-yl)-1,8,10-triazatricyclo[7.4.0.02,7]trideca-2(7),3,5,8,10,12-hexaene-11-carboxamide